(1R,3S,4S)-2-(t-butoxycarbonyl)-2-azabicyclo[2.2.1]heptane-3-carboxylic acid C(C)(C)(C)OC(=O)N1[C@@H]2CC[C@H]([C@H]1C(=O)O)C2